Di-tert-butyl-(pent-4-en-1-yl)phosphonium bromide [Br-].C(C)(C)(C)[PH+](CCCC=C)C(C)(C)C